NCC1CCC(CCC1)NC1=CC=C(C=C1)C1CCC(CC1)(C)C 4-(aminomethyl)-N-(4-(4,4-dimethylcyclohexyl)phenyl)cycloheptan-1-amine